4-[4-(5-{[(1S,2S,3R,5R)-2-fluoro-8-azabicyclo[3.2.1]octan-3-yl](methyl)amino}pyrazin-2-yl)-3-hydroxyphenyl]1-methyl-2,5-dihydro-1H-pyrrol-2-one F[C@H]1[C@@H]2CC[C@H](C[C@H]1N(C=1N=CC(=NC1)C1=C(C=C(C=C1)C1=CC(N(C1)C)=O)O)C)N2